ClC1=CC(=NC=C1)C=1N=C(C2=C(N1)CCC2)N(C(C(=O)NC(C)C)C)C 2-{[2-(4-chloropyridin-2-yl)-5H,6H,7H-cyclopenta[d]pyrimidin-4-yl](methyl)amino}-N-isopropylpropanamide